[4-[[5-[1-(2,6-dioxo-3-piperidyl)-3-methyl-2-oxo-benzimidazol-5-yl]pentyl-methyl-amino]methyl]phenyl]carbamate O=C1NC(CCC1N1C(N(C2=C1C=CC(=C2)CCCCCN(C)CC2=CC=C(C=C2)NC([O-])=O)C)=O)=O